2-hydroxyethyl (3-ethyl-3-oxetanylmethyl) ether C(C)C1(COC1)COCCO